1-(azetidin-3-yl)-N-(4,6-difluoro-1,3-benzothiazol-2-yl)piperidine-3-carboxamide hydrochloride Cl.N1CC(C1)N1CC(CCC1)C(=O)NC=1SC2=C(N1)C(=CC(=C2)F)F